tert-butyl (2S,4S)-4-((tert-butyldiphenylsilyl)oxy)-2-(2-((2,2,7-trimethyl-4-oxo-4H-benzo[d][1,3]dioxin-5-yl)oxy)ethyl)pyrrolidine-1-carboxylate [Si](C1=CC=CC=C1)(C1=CC=CC=C1)(C(C)(C)C)O[C@H]1C[C@@H](N(C1)C(=O)OC(C)(C)C)CCOC1=CC(=CC=2OC(OC(C21)=O)(C)C)C